ClC1=CC=C(C(=N1)C(=O)NS(=O)(=O)C)N[C@H](C)C=1C=C(C=C2C(N(C(=NC12)N1CCC(CC1)C1=NN2C(C=CC=C2)=C1)C)=O)C (R)-6-chloro-3-((1-(3,6-dimethyl-4-oxo-2-(4-(pyrazolo[1,5-a]pyridin-2-yl)piperidin-1-yl)-3,4-dihydroquinazolin-8-yl)ethyl)amino)-N-(methylsulfonyl)picolinamide